ClC1=NC(=C(C(=N1)Cl)OC1=C(C=C(C=C1)OC)C(C)C)Cl 2,4,6-Trichloro-5-(2-isopropyl-4-methoxyphenoxy)pyrimidine